FC=1C=CC(=NC1C)[C@@H](C(C)C)NCCCC[C@H](C(=O)NO)C[C@@H](OC)C1=CC=C(C=C1)F (S)-6-(((R)-1-(5-fluoro-6-methylpyridin-2-yl)-2-methylpropyl)amino)-2-((R)-2-(4-fluorophenyl)-2-methoxyethyl)-N-hydroxyhexanamide